C[SiH2]CC#CO 3-methylsilyl-propynol